O[C@@H]([C@@H](O)C=1C(NC(N(C1)C)=O)=O)[C@H](CCO)O 5-[(2S,3R,4S,5R)-3,4-dihydroxy-5-(hydroxymethyl)oxapent-2-yl]-1-methylpyrimidine-2,4-dione